N-(2,8-dimethyl-[1,2,4]triazolo[1,5-a]pyrazin-6-yl)-1,1-diphenylmethanimine CC1=NN2C(C(=NC(=C2)N=C(C2=CC=CC=C2)C2=CC=CC=C2)C)=N1